CC(C)(C)OC(=O)N1CC(CCC1)C1=CC=C(C=C1)N=CC1=C(C(=CC=C1)C(=O)OC)[N+](=O)[O-] 3-[4-[[[3-(methoxycarbonyl)-2-nitrophenyl]methylene]amino]phenyl]-1-piperidinecarboxylic acid 1,1-dimethylethyl ester